Sodium dodecyl benzenesulphonate C1(=CC=CC=C1)S(=O)(=O)OCCCCCCCCCCCC.[Na]